(diethoxyphosphoryl)-3-(5-octylisoxazol-3-yl)propionic acid tert-butyl ester C(C)(C)(C)OC(C(CC1=NOC(=C1)CCCCCCCC)P(=O)(OCC)OCC)=O